hydroxyethyl-butylcarbamate OCCOC(NCCCC)=O